4-[[5-(4-cyclopropyl-2-fluoro-anilino)-4-methyl-3-pyridinyl]methyl]-3-fluoro-pyridin-2-amine C1(CC1)C1=CC(=C(NC=2C(=C(C=NC2)CC2=C(C(=NC=C2)N)F)C)C=C1)F